N1C=CC=CC=C1C(=O)N azepin-7-carboxamide